4-(3-chloro-4-(cyclopropylaminocarbonyl)aminophenoxy)-7-methoxy-6-quinolinecarboxamide mesylate S(C)(=O)(=O)O.ClC=1C=C(OC2=CC=NC3=CC(=C(C=C23)C(=O)N)OC)C=CC1NC(=O)NC1CC1